2-(2-fluoro-4-((5-oxo-4-(4-(trifluoromethyl)phenyl)-4,5-dihydro-1H-1,2,4-triazole-1-yl)methyl)phenoxy)-2-methylpropionic acid ethyl ester C(C)OC(C(C)(C)OC1=C(C=C(C=C1)CN1N=CN(C1=O)C1=CC=C(C=C1)C(F)(F)F)F)=O